N-(tert-butyl)-3-((5-methyl-2-((6-(piperazin-1-yl)pyridazin-3-yl)amino)pyrimidin-4-yl)amino)benzenesulfonamide C(C)(C)(C)NS(=O)(=O)C1=CC(=CC=C1)NC1=NC(=NC=C1C)NC=1N=NC(=CC1)N1CCNCC1